SC1=CC=C2C(=CC(OC2=C1)=O)C 7-mercapto-4-methylcoumarin